[Se].[Si].[Na] sodium-silicon-selenium